ethyl 2-[3-bromo-2-(trifluoromethoxy)phenyl]acetate BrC=1C(=C(C=CC1)CC(=O)OCC)OC(F)(F)F